COC1=CC=C(C=N1)C1(CCC2(OCCO2)CC1)O 8-(6-methoxypyridin-3-yl)-1,4-dioxaspiro[4.5]decan-8-ol